FC=1C(=C(C=CC1)O)OC 3-Fluoro-2-methoxyphenol